(2R,3R,4S,5S,6R)-2-(Acetoxymethyl)-6-((3-cyano-3'-(methylcarbamoyl)-[1,1'-biphenyl]-4-yl) oxy)tetrahydro-2H-pyran-3,4,5-triyl triacetate C(C)(=O)O[C@@H]1[C@H](O[C@@H]([C@H]([C@H]1OC(C)=O)OC(C)=O)OC1=C(C=C(C=C1)C1=CC(=CC=C1)C(NC)=O)C#N)COC(C)=O